2,2',2''-(((1R,3R)-5-((6-azidohexyl)carbamoyl)cyclohexane-1,2,3-triyl)tris(oxy))triacetic acid N(=[N+]=[N-])CCCCCCNC(=O)C1C[C@H](C([C@@H](C1)OCC(=O)O)OCC(=O)O)OCC(=O)O